FC=1C(=NC(=NC1)N[C@H]1[C@@H](COCC1)O)C1=CC=C2C(C(=C(N(C2=C1)C(C)C)C)I)=O 7-(5-fluoro-2-(((3s,4r)-3-hydroxytetrahydro-2H-pyran-4-yl)amino)pyrimidin-4-yl)-3-iodo-1-isopropyl-2-methylquinolin-4(1H)-one